C(CCCCCCCCCCCCCCCCCCCCCCCCCCCCC)S(=O)(=O)[O-].[Na+] sodium triacontanesulfonate